O1C(CCCC1)OC1=CC=C(C=C1)B1OC(C)(C)C(C)(C)O1 4-(2-tetrahydropyranoxy)phenylboronic acid pinacol ester